C(C)C1=CN=C(S1)NC1=CC2=C(C(=N1)OC1CN(CC1)C(C=C)=O)C=CN2CC(C)C 1-(3-((6-((5-ethylthiazol-2-yl)amino)-1-isobutyl-1H-pyrrolo[3,2-c]pyridin-4-yl)oxy)pyrrolidin-1-yl)prop-2-en-1-one